5-(4-hydroxyphenyl)-10,15,20-tris(4-nitrophenyl)porphyrin OC1=CC=C(C=C1)C=1C2=CC=C(N2)C(=C2C=CC(C(=C3C=CC(=C(C=4C=CC1N4)C4=CC=C(C=C4)[N+](=O)[O-])N3)C3=CC=C(C=C3)[N+](=O)[O-])=N2)C2=CC=C(C=C2)[N+](=O)[O-]